5-{7-[2-(cyclobutyloxy)ethoxy]-1-fluoro-3-hydroxynaphthalen-2-yl}-1λ6,2,5-thiadiazolidine-1,1,3-trione C1(CCC1)OCCOC1=CC=C2C=C(C(=C(C2=C1)F)N1CC(NS1(=O)=O)=O)O